(3-(1-hydroxyethyl)phenyl)boronic acid OC(C)C=1C=C(C=CC1)B(O)O